ClC1=CC=CC2=C1N=C(S2)[C@H]2N(CCC1=C2N=CN1)C(=O)C=1SC=CN1 (S)-(4-(4-chlorobenzo[d]thiazol-2-yl)-6,7-dihydro-1H-imidazo[4,5-c]pyridin-5(4H)-yl)(thiazol-2-yl)methanone